5-(benzyloxy)-1-[[4-(2-bromoethoxy)phenyl]methyl]-2-(4-fluorophenyl)-3-methyl-1H-indole C(C1=CC=CC=C1)OC=1C=C2C(=C(N(C2=CC1)CC1=CC=C(C=C1)OCCBr)C1=CC=C(C=C1)F)C